CC1(OB(OC1(C)C)C1=C(COC1)C(=O)OC)C methyl 4-(4,4,5,5-tetramethyl-1,3,2-dioxaborolan-2-yl)-2,5-dihydrofuran-3-carboxylate